C(C)(=O)N1CCC2=CC(=C(C=C12)O)O N-acetyl-5,6-dihydroxyindoline